5-ethynyl-6-fluoro-4-(8-fluoro-2-(((2R,7aS)-2-fluorotetrahydro-1H-pyrrolizin-7a(5H)-yl)methoxy)-5-(methylsulfinyl)-4-(1,4-oxazepan-4-yl)pyrido[4,3-d]pyrimidin-7-yl)naphthalen-2-ol C(#C)C1=C2C(=CC(=CC2=CC=C1F)O)C1=C(C=2N=C(N=C(C2C(=N1)S(=O)C)N1CCOCCC1)OC[C@]12CCCN2C[C@@H](C1)F)F